Methyl 3-(methylamino)-4-(6-azaspiro[2.5]octan-5-yl)benzoate CNC=1C=C(C(=O)OC)C=CC1C1CC2(CC2)CCN1